C(C)(C)(C)OC(=O)C1CC(CCC1)CC(=O)O 2-{3-[(tert-butoxy)carbonyl]cyclohexyl}acetic acid